C1(CC1)COCCN(CCC(C(=O)O)NC(=O)N1C(CCC1C)C)CCCCC1=NC=2NCCCC2C=C1 4-[2-(cyclopropylmethoxy)ethyl-[4-(5,6,7,8-tetrahydro-1,8-naphthyridin-2-yl)butyl]amino]-2-[[2,5-dimethylpyrrolidine-1-carbonyl]amino]butanoic acid